ClC1=NC(=C(C=2N=C(N=C(C21)N2C(C(CC2)O)CO)SC)F)Cl 1-(5,7-dichloro-8-fluoro-2-(methylthio)pyrido[4,3-d]pyrimidin-4-yl)-2-(hydroxymethyl)pyrrolidin-3-ol